NCC(C(F)(F)F)(O)C1=CC=CC=C1 3-amino-1,1,1-trifluoro-2-phenylpropan-2-ol